ClC=1C(=NC(=NC1)NC1CCOCC1)C=1C=C2C(N(C(C2=CC1)(C)C)CC(=O)N[C@H](CO)C1=CC(=CC=C1)C)=O 2-(5-{5-chloro-2-[(oxan-4-yl)amino]pyrimidin-4-yl}-1,1-dimethyl-3-oxo-2,3-dihydro-1H-isoindol-2-yl)-N-[(1S)-2-hydroxy-1-(3-methylphenyl)ethyl]acetamide